N-(4-butoxy)phenyl-N'-(3-(octahydroindolizin-7-yl)-1H-indol-5-yl)thiourea CCCCON(C(=S)NC=1C=C2C(=CNC2=CC1)C1CCN2CCCC2C1)C1=CC=CC=C1